(E)-2-(2-(aminomethyl)-3-fluoroallyl)-2,5,6,7-tetrahydro-4H-pyrazolo[4,3-c]pyridin-4-one NC/C(/CN1N=C2C(C(NCC2)=O)=C1)=C\F